C1(CC1)CON=C(NC(CC1=CC=CC=C1)=O)C1=C(C(=CC=C1OC(F)F)F)F N-(cyclopropylmethoxyimino-(6-difluoromethoxy-2,3-difluorophenyl)methyl)-2-phenyl-acetamide